C1(CC1)C1=CC=C(C=C1)B(O)O 4-CYCLOPROPYL-BENZENEBORONIC ACID